Ethyl 2-bromo-3-(2-((tert-butyldiphenylsilyl)oxy)ethyl)-4-methoxybenzofuran-6-carboxylate BrC=1OC2=C(C1CCO[Si](C1=CC=CC=C1)(C1=CC=CC=C1)C(C)(C)C)C(=CC(=C2)C(=O)OCC)OC